tert-butyl-8-benzyl-3,8-diazabicyclo[3.2.1]octane-3-carboxylate C(C)(C)(C)OC(=O)N1CC2CCC(C1)N2CC2=CC=CC=C2